BrC1=C(C=CC(=C1)Cl)N1C=NC=C1 1-(2-bromo-4-chlorophenyl)imidazole